6-bromo-4-fluorobenzo[c][1,2,5]oxadiazol BrC=1C=C(C=2C(=NON2)C1)F